2-(Hydroxymethyl)-2-ethylpyrrolidine-1-carboxylate OCC1(N(CCC1)C(=O)[O-])CC